C1(CC1)N1N=CC(=C1)C1OCCCNC1 2-(1-cyclopropyl-1H-pyrazol-4-yl)-1,4-oxazepan